C(C)OP(OCC)(=O)CC1=CC(=C(C=C1)OC)CC=1C(=NC(=NC1C)N)NCCCC (3-((2-amino-4-(butylamino)-6-methylpyrimidin-5-yl)methyl)-4-methoxybenzyl)phosphonic acid diethyl ester